Tert-butyl (3S)-3-(5-bromo-3-pyridyl)isoxazolidine-2-carboxylate Tert-butyl-N-[(1S)-1-(5-bromo-3-pyridyl)-3-hydroxy-propyl]-N-hydroxy-carbamate C(C)(C)(C)OC(N(O)[C@@H](CCO)C=1C=NC=C(C1)Br)=O.BrC=1C=C(C=NC1)[C@H]1N(OCC1)C(=O)OC(C)(C)C